C1=CC(=C(C(=C1)Br)[N+](=O)[O-])Br 2,6-dibromonitrobenzene